FC(C(C(C(C(C(C(C(F)(F)F)(F)F)(F)F)(F)F)(F)F)(F)F)(F)F)(F)N=[N+]=[N-] perfluorooctyl azide